N1C(=NC2=C1C=CC=C2)C=O 1H-benzimidazole-2-carbaldehyde